NC1(CC=CC2=CC(=CC=C12)N)O 1,6-diaminonaphthol